5-fluoro-4-(6-fluoro-1,1-dimethyl-1,2,3,4-tetrahydrobenzo[4,5]imidazo[1,2-a]pyridin-8-yl)-N-(5-(4-(oxetan-3-yl)piperazin-1-yl)pyridin-2-yl)pyrimidin-2-amine FC=1C(=NC(=NC1)NC1=NC=C(C=C1)N1CCN(CC1)C1COC1)C1=CC2=C(N=C3N2C(CCC3)(C)C)C(=C1)F